europium-titanium [Ti].[Eu]